4-[3-[2-(3-hydroxyphenyl)phenyl]propanoyl]piperazin OC=1C=C(C=CC1)C1=C(C=CC=C1)CCC(=O)N1CCNCC1